[Na].[Pt] cis-platinum sodium